calcium methane di(methylphosphinate) magnesium [Mg+2].CP([O-])=O.CP([O-])=O.C.[Ca+2]